C1(C(C1)C(=O)OCN(C1(CC1)C#N)C(C1=C(C=CC(=C1)C=1C=NN(C1)C=1N(N=C(C1C(F)(F)F)C(C(F)(F)F)(F)F)C)Cl)=O)C(=O)OC(C)(C)C tert-Butyl [{2-chloro-5-[2'-methyl-5'-(pentafluoroethyl)-4'-(trifluoromethyl)-2'H-[1,3'-bipyrazol]-4-yl]benzoyl}(1-cyanocyclopropyl)amino]methyl cyclopropane-1,2-dicarboxylate